5-[(2-aminocycloheptyl)amino]-N-(3-carbamoyl-1-methyl-1H-pyrazol-4-yl)pyrazolo[1,5-a]pyrimidine-3-carboxamide NC1C(CCCCC1)NC1=NC=2N(C=C1)N=CC2C(=O)NC=2C(=NN(C2)C)C(N)=O